6-(2,6-dichloro-3,5-dimethoxyphenyl)-N-((1-methylpiperidin-4-yl)methyl)-2-(methylthio)pyrido[3,4-d]pyrimidine-8-amine ClC1=C(C(=C(C=C1OC)OC)Cl)C1=CC2=C(N=C(N=C2)SC)C(=N1)NCC1CCN(CC1)C